BrC1=CC(=C(C(=C1)F)CO)Cl (4-Bromo-2-chloro-6-fluoro-phenyl)methanol